NN1C(C(C2=CC=C(C(=C12)Cl)Cl)(OC)OC)=O 1-amino-6,7-dichloro-3,3-dimethoxyindolin-2-one